(S)-3-((7-chloro-1-methyl-6-(pyrazolo[1,5-a]pyrazin-3-yloxy)-1H-imidazo[4,5-b]pyridin-2-yl)amino)-5-cyclopropyl-1-(tetrahydro-2H-pyran-3-yl)pyridin-2(1H)-one ClC1=C2C(=NC=C1OC=1C=NN3C1C=NC=C3)N=C(N2C)NC=2C(N(C=C(C2)C2CC2)[C@@H]2COCCC2)=O